{4-[4-amino-7-(1-methylpiperidin-4-yl)pyrrolo[2,1-f][1,2,4]triazin-5-yl]phenyl}-6-methyl-2-oxo-1-phenyl-5-pyrimidin-2-yl-1,2-dihydropyridine-3-carboxamide NC1=NC=NN2C1=C(C=C2C2CCN(CC2)C)C2=CC=C(C=C2)C2=C(C(N(C(=C2C2=NC=CC=N2)C)C2=CC=CC=C2)=O)C(=O)N